(E)-3-(3,4-dimethoxyphenyl)-1-(5-hydroxy-7-methoxy-2,2-dimethyl-2H-benzopyran-6-yl)prop-2-en-1-one COC=1C=C(C=CC1OC)/C=C/C(=O)C=1C(=CC2=C(C=CC(O2)(C)C)C1O)OC